aluminum trispentadecanoate C(CCCCCCCCCCCCCC)(=O)[O-].C(CCCCCCCCCCCCCC)(=O)[O-].C(CCCCCCCCCCCCCC)(=O)[O-].[Al+3]